ClC=1NC2=CC(=CC=C2C(N1)=O)C(F)(F)F 2-chloro-7-(trifluoromethyl)quinazolin-4(1H)-one